(2-(7-methoxynaphthalen-1-yl)ethyl)-N-methylpropan-2-amine COC1=CC=C2C=CC=C(C2=C1)CCCC(C)NC